ClC1=C(C=CC(=C1Cl)F)CN (2,3-dichloro-4-fluorophenyl)methylamine